(R)-1,4-benzodioxane-2-carboxylic acid methyl ester COC(=O)[C@H]1COC2=C(O1)C=CC=C2